2-((S)-4-{7-(3-chloro-2-(trifluoromethyl)phenyl)-2-[((S)-1-methylpyrrolidin-2-yl)methoxy]-5,6,7,8-tetrahydropyrido[3,4-d]pyrimidin-4-yl}piperazin-2-yl)acetonitrile ClC=1C(=C(C=CC1)N1CC=2N=C(N=C(C2CC1)N1C[C@@H](NCC1)CC#N)OC[C@H]1N(CCC1)C)C(F)(F)F